FC=1C=C(CC=2C(=NC=CC2)C(=O)NC2=NC(=NC=C2)C)C=CC1 (3-Fluorobenzyl)-N-(2-methylpyrimidin-4-yl)picolinamide